N-(1-(4-((5-Chlorobenzo[b]thiophen-2-yl)methyl)piperazine-1-carbonyl)-1H-pyrazol-3-yl)methanesulfonamide ClC1=CC2=C(SC(=C2)CN2CCN(CC2)C(=O)N2N=C(C=C2)NS(=O)(=O)C)C=C1